CC1=NN=C2N1C=NC(=C2)OC2=C(C=C(C=C2)[N+](=O)[O-])C 3-methyl-7-(2-methyl-4-nitrophenoxy)-[1,2,4]triazolo[4,3-c]pyrimidine